2-chloro-9-(1,1-dioxotetrahydro-2H-thiopyran-4-yl)-7-methyl-7,9-dihydro-8H-purin-8-one ClC1=NC=C2N(C(N(C2=N1)C1CCS(CC1)(=O)=O)=O)C